N-[6-chloro-3-(2-chloro-5-fluorophenyl)-1-oxo-2,3-dihydro-1H-benzo[e]isoindol-4-yl]-4-methylbenzenesulfonamide ClC1=CC=CC=2C=3C(NC(C3C(=CC21)NS(=O)(=O)C2=CC=C(C=C2)C)C2=C(C=CC(=C2)F)Cl)=O